O=C(C(=O)C=1N2CCCC2=C(C1)C(=O)O)N[C@@H](C(F)(F)F)C (R)-5-(2-oxo-2-((1,1,1-trifluoropropan-2-yl)amino)acetyl)-2,3-dihydro-1H-pyrrolizine-7-carboxylic acid